C1(CCCCC1)NC(CN1N=C(C2=CC=CC=C12)C1C(NC(CC1)=O)=O)=O N-Cyclohexyl-2-(3-(2,6-dioxopiperidin-3-yl)-1H-indazol-1-yl)acetamide